1,2-dideutero-2-(3-methylphenyl)-2,3-dihydro-1H-indene [2H]C1C(CC2=CC=CC=C12)(C1=CC(=CC=C1)C)[2H]